C(C(C)C)OB(O)O Isobutyl-boric acid